3,4-diphenyl-isocoumarin C1(=CC=CC=C1)C=1OC(=O)C2=CC=CC=C2C1C1=CC=CC=C1